C(C)(C)(C)OC(CCNC(=O)[C@H]1N(CC[C@@H]1O)C1=NC2=C(C(=CC=C2C(=C1)N1C=NC=C1)Cl)Cl)=O 3-((2s,3s)-1-(7,8-dichloro-4-(1H-imidazol-1-yl)quinolin-2-yl)-3-hydroxypyrrolidine-2-carboxamido)propionic acid tert-butyl ester